2-oxonicotinonitrile O=C1C(C#N)C=CC=N1